O=C1C2=C(C=NN1)N(N=C2C(F)(F)F)C(C(OCCC(=O)N2CCN(CC2)C2=NC=C(C=N2)C#N)([2H])[2H])C 2-(4-(3-(2-(4-oxo-3-(trifluoromethyl)-4,5-dihydro-1H-pyrazolo[3,4-d]pyridazin-1-yl)propoxy-1,1-d2)propanoyl)piperazin-1-yl)pyrimidine-5-carbonitrile